ClC1=CC(=C(C=C1)/C(/C#N)=C\C1=C(C=CC=C1)F)F (E)-2-(4-chloro-2-fluorophenyl)-3-(2-fluorophenyl)acrylonitrile